Nickel-iron-chromium-vanadium-titanium [Ti].[V].[Cr].[Fe].[Ni]